C(CC)CCC Propylpropan